pyrido[3,4-d]Pyrimidine-4-amine N1=CN=C(C2=C1C=NC=C2)N